C(C1=CC=CC=C1)OC1=C(C=CC=C1F)C1=CC(=CC=C1F)[C@H]([C@]1(C[C@H](CC1)N(S(=O)(=O)C)CC1=CC=C(C=C1)OC)C=1OC=C(N1)C(=O)OCC)F ethyl 2-((1R,3S)-1-((R)-(2'-(benzyloxy)-3',6-difluoro-[1,1'-biphenyl]-3-yl)fluoromethyl)-3-(N-(4-methoxybenzyl)methylsulfonamido)cyclopentyl)oxazole-4-carboxylate